[Br-].C[PH+](C)C Trimethylphosphonium bromide